3-(difluoromethyl)bicyclo[1.1.1]pentane-1-amine hydrochloride Cl.FC(C12CC(C1)(C2)N)F